6-Bromo-4-{4-[cyclopropyl(4-fluorophenyl)methyl]piperazin-1-yl}-1-methyl-2-oxo-1,2-dihydro-1,5-naphthyridin-3-carbonitril BrC=1N=C2C(=C(C(N(C2=CC1)C)=O)C#N)N1CCN(CC1)C(C1=CC=C(C=C1)F)C1CC1